NC1=CC(=CC(=N1)N1C(C2=CC(=CC(=C2C1)C(F)(F)F)CN1[C@H](CN(CC1)C)C(C)C)=O)C1(CCC1)CC1=NN=CN1C (S)-2-(6-amino-4-(1-((4-methyl-4H-1,2,4-triazol-3-yl)methyl)cyclobutyl)pyridin-2-yl)-6-((2-isopropyl-4-methylpiperazin-1-yl)methyl)-4-(trifluoromethyl)isoindolin-1-one